(R)-tert-Butyl N-[4-[3-(tert-butoxycarbonylamino)pyrrolidin-1-yl]-3-chloro-6-fluoro-9H-pyrido[2,3-b]indol-8-yl]-N-methyl-carbamate C(C)(C)(C)OC(=O)N[C@H]1CN(CC1)C1=C(C=NC=2NC3=C(C=C(C=C3C21)F)N(C(OC(C)(C)C)=O)C)Cl